FC1=CC=C(C=C1)C1=NOC(=C1COC=1N=CC(=NC1)C=1N=NN2C1COCC2)C 3-(5-((3-(4-fluorophenyl)-5-methylisoxazol-4-yl)methoxy)pyrazin-2-yl)-6,7-dihydro-4H-[1,2,3]triazolo[5,1-c][1,4]oxazine